ClC1=NC(=CC(=C1)C1=C(N=C2N1N=C(C=C2)C(=O)NCC(C)(C)O)C2=CC(=CC=C2)C#N)C 3-(2-chloro-6-methyl-4-pyridinyl)-2-(3-cyanophenyl)-N-(2-hydroxy-2-methyl-propyl)imidazo[1,2-b]pyridazine-6-carboxamide